OC(CN(CCCCCCCC(=O)OC(CCCCCCCC)CCCCCCCC)CCCCCC(=O)OCC(CCCCCC)C)CCCCNC(=O)C1=CNC=C1 heptadecan-9-yl 8-((2-hydroxy-6-(1H-pyrrole-3-carboxamido)hexyl)(6-((2-methyloctyl)oxy)-6-oxohexyl)Amino)octanoate